B(O)(O)CCCC[C@]1(NC[C@@H](C1)O)C(=O)O (2R,4R)-2-(4-boronobutyl)-4-hydroxypyrrolidine-2-carboxylic acid